4-(3-fluoropiperidin-4-yl)morpholine FC1CNCCC1N1CCOCC1